1-(2-chloroisonicotinoyl)-N-(4-(3-(pyridin-4-yl)phenyl)thiazol-2-yl)azetidine-2-carboxamide ClC=1C=C(C(=O)N2C(CC2)C(=O)NC=2SC=C(N2)C2=CC(=CC=C2)C2=CC=NC=C2)C=CN1